O1N=CC2=C1C=CC=C2N2CCN(CC2)C(CCC)N2N=C1C(=N2)C=CC=C1 1-(4-(4-benzisoxazolyl)piperazin-1-yl)butyl-2H-benzotriazol